COC(C1(CC=C(C(=C1)F)Br)OCC1=CC=CC=C1)=O 1-benzyloxy-4-bromo-5-fluoro-benzoic acid methyl ester